C(C)OC(CCC1=C(C2=C(N(N=N2)CCCCOCC2=CC=C(C=C2)OC)C=C1)C)=O 3-(1-{4-[(4-methoxyphenyl)methoxy]butyl}-4-methyl-1H-benzotriazol-5-yl)propionic acid ethyl ester